5-[(4-azidobenzoyl)thio]uracil N(=[N+]=[N-])C1=CC=C(C(=O)SC=2C(NC(NC2)=O)=O)C=C1